5-Methoxy-2,2-dimethyl-N-(3-methyl-1-(2-morpholinoethyl)-1H-indazol-6-yl)-2H-chromene-6-carboxamide COC1=C2C=CC(OC2=CC=C1C(=O)NC1=CC=C2C(=NN(C2=C1)CCN1CCOCC1)C)(C)C